ON1C(=CC=CC1=O)C(=O)NCCNC(=O)CCC(C(=O)O)N1CCN(CCN(CCN(CC1)CC(=O)O)CC(=O)O)CC(=O)O 4-({2-[(1-Hydroxy-6-oxopyridin-2-yl)formamido]ethyl}carbamoyl)-2-[4,7,10-tris(carboxymethyl)-1,4,7,10-tetraazacyclododecan-1-yl]butanoic acid